FC(OC=1C=C(C=CC1)C(C(=O)O)=C)(F)F 2-(3-(trifluoromethoxy)phenyl)acrylic acid